C(#N)[C@@H]1[C@H](CNC12CC2)C=2C=NC=CC2 (6S,7R)-7-cyano-6-(pyridin-3-yl)-4-azaspiro[2.4]heptane